C(C)(C)N(CCC1=CNC2=C(C=CC=C12)OC(CCCC(=O)O)=O)C(C)C 5-((3-(2-(diisopropylamino)ethyl)-1H-indol-7-yl)oxy)-5-oxopentanoic acid